ClC1=CC(=CC(=N1)NN1C(C(=C(C1=O)C)C)=O)C(F)(F)F 1-{[6-chloro-4-(trifluoromethyl)(2-pyridyl)]amino}-3,4-dimethylazoline-2,5-dione